[K+].C\C(=C/C(=O)[O-])\C=C\[C@H]1[C@](C1)(C1=CC=2C(CCC(C2C=C1)(C)C)(C)C)C (2E,4E)-3-methyl-5-((1S,2S)-2-methyl-2-(5,5,8,8-tetramethyl-5,6,7,8-tetrahydronaphthalen-2-yl)cyclopropyl)penta-2,4-dienoic acid potassium salt